FCCCN1N=NC(=C1)C(=O)NCC=1SC(=NN1)C1=CC=CC=C1 1-(3-fluoropropyl)-N-((5-phenyl-1,3,4-thiadiazol-2-yl)methyl)-1H-1,2,3-triazole-4-carboxamide